FC(CCCN1C(C(=CC2=C1N=C(N=C2)NC=2C=NN(C2)C2OCCCC2)N2CCN(C1=C(C=CC=C21)C)C(=O)OCC2=CC=CC=C2)=O)(CCOS(=O)(=O)C)F benzyl 4-[8-(4,4-difluoro-6-methylsulfonyloxy-hexyl)-7-oxo-2-[(1-tetrahydropyran-2-ylpyrazol-4-yl)amino]pyrido[2,3-d]pyrimidin-6-yl]-8-methyl-2,3-dihydroquinoxaline-1-carboxylate